NC=1C(=CC=C2C=C(N=CC12)NC(=O)C1CC1)Cl N-(8-amino-7-chloroisoquinolin-3-yl)cyclopropanecarboxamide